[4-(2-tetrahydropyran-4-yl-3H-imidazo[4,5-b]pyridin-7-yl)-1-piperidyl]-[7-(trifluoromethyl)-4,5,6,7-tetrahydropyrazolo[1,5-a]pyrimidin-3-yl]methanone O1CCC(CC1)C1=NC=2C(=NC=CC2C2CCN(CC2)C(=O)C=2C=NN3C2NCCC3C(F)(F)F)N1